ClC1=NC=C(C(=N1)Cl)C(=O)OC(C)(C)C tert-butyl 2,4-dichloropyrimidine-5-carboxylate